C(#N)[C@H](C[C@@H]1C(NCC1)=O)NC(=O)[C@H]1N([C@@H]2CC([C@H]1CC2)(F)F)C([C@H](NC(C(F)(F)F)=O)CC(C)C)=O (1S,3S,4S)-N-((S)-1-cyano-2-((R)-2-oxopyrrolidin-3-yl)ethyl)-5,5-difluoro-2-((2,2,2-trifluoroacetyl)-D-leucyl)-2-azabicyclo[2.2.2]octane-3-carboxamide